1-(4-chlorophenyl)-3-(4-(4-(trifluoromethoxy)phenyl)piperazin-1-yl)pyrrolidin-2-one ClC1=CC=C(C=C1)N1C(C(CC1)N1CCN(CC1)C1=CC=C(C=C1)OC(F)(F)F)=O